2-methyl-1,3,4-butanetriol CC(CO)C(CO)O